5-(4-((dibenzo[b,d]thiophen-2-ylmethyl)(methyl)amino)benzylidene)pyrimidine-2,4,6(1H,3H,5H)-trione C1=C(C=CC=2SC3=C(C21)C=CC=C3)CN(C3=CC=C(C=C2C(NC(NC2=O)=O)=O)C=C3)C